6-(1,4-Diazepan-1-yl)-N-(2-methylpyridin-4-yl)pyridine-2-carboxamide N1(CCNCCC1)C1=CC=CC(=N1)C(=O)NC1=CC(=NC=C1)C